Cl.C1(CC1)OC1=C(C=C(C=N1)CN)F (6-Cyclopropoxy-5-fluoropyridin-3-yl)methanamine hydrochloride